7-(4-(1-((3,3-difluorocyclobutyl)(4-fluorophenyl)methyl)-1H-pyrazol-4-yl)-pyrimidin-2-yl)-[1,2,4]triazolo[1,5-a]pyridin-2-amine FC1(CC(C1)C(N1N=CC(=C1)C1=NC(=NC=C1)C1=CC=2N(C=C1)N=C(N2)N)C2=CC=C(C=C2)F)F